N1=C(C=NC=C1C(=O)O)C(=O)O pyrazine-2,6-dicarboxylic acid